FC(OC1=CC=C(C=C1)S(=O)(=O)N1CC2=C(C1)CN(C2)C(CC=2NC=CC2)=O)F 1-{5-[4-(Difluoromethoxy)benzenesulfonyl]-1H,2H,3H,4H,5H,6H-pyrrolo[3,4-c]pyrrol-2-yl}-2-(1H-pyrrol-2-yl)ethan-1-one